1-(3-((2-((1-(1-(sec-butyl)piperidin-4-yl)-3-methyl-1H-pyrazol-4-yl)amino)-5-(trifluoromethyl)pyrimidin-4-yl)amino)propyl)azepan-2-one C(C)(CC)N1CCC(CC1)N1N=C(C(=C1)NC1=NC=C(C(=N1)NCCCN1C(CCCCC1)=O)C(F)(F)F)C